5-[1-(4,5-diamino-2-pyridinyl)-3-(trifluoromethyl)pyrazol-4-yl]-1-methyl-imidazole-2-carboxamide NC1=CC(=NC=C1N)N1N=C(C(=C1)C1=CN=C(N1C)C(=O)N)C(F)(F)F